tert-butyl N-[(1S)-1-{[1-acetyl-3-(methylcarbamoyl)pyrrolidin-3-yl]carbamoyl}-4-(2-amino-1H-imidazol-1-yl)butyl]carbamate C(C)(=O)N1CC(CC1)(C(NC)=O)NC(=O)[C@H](CCCN1C(=NC=C1)N)NC(OC(C)(C)C)=O